4-(1-methyl-1H-pyrazol-4-yl)pyrimidin-2-amine CN1N=CC(=C1)C1=NC(=NC=C1)N